C1(=CC=CC=C1)COC1C(CC1)=O 2-phenylmethyl-oxy-cyclobutanone